(3-cyclohexylimidazo[1,2-a]pyridin-6-yl)(methyl)carbamate C1(CCCCC1)C1=CN=C2N1C=C(C=C2)OC(NC)=O